(3-chlorophenyl)(2-isothiocyanato-4,5-dimethylthiophen-3-yl)methanone ClC=1C=C(C=CC1)C(=O)C1=C(SC(=C1C)C)N=C=S